S1C(=NC2=C1C=CC=C2)NC(=O)C=2C=CC=C1CCN(CC21)C2=CC=C(C(=N2)C(=O)OC(C)(C)C)C2=C(C=C(C=C2)OC2CCC(CC2)CCC=O)C(F)(F)F tert-butyl 6-(8-(benzo[d]thiazol-2-ylcarbamoyl)-3,4-dihydroisoquinolin-2(1H)-yl)-3-(4-(((1r,4r)-4-(3-oxopropyl)cyclohexyl)oxy)-2-(trifluoromethyl)phenyl)picolinate